beta-propanesulfonate CC(C)S(=O)(=O)[O-]